(-)-1-(1-aminoisoquinolin-7-yl)-N-(5-(3-cyclopropyl-1-(methylsulfonamido)-1-(pyridin-4-yl)propyl)-2-fluorophenyl)-3-(trifluoromethyl)-1H-pyrazole-5-carboxamide NC1=NC=CC2=CC=C(C=C12)N1N=C(C=C1C(=O)NC1=C(C=CC(=C1)C(CCC1CC1)(C1=CC=NC=C1)NS(=O)(=O)C)F)C(F)(F)F